ClC1=CC=C(CNC2=NC(=NC=3N2N=C(C3C=3C=C2C(=NN(C2=CC3)C)C)C)C)C=C1 N-(4-chlorobenzyl)-8-(1,3-dimethyl-1H-indazol-5-yl)-2,7-dimethylpyrazolo[1,5-a][1,3,5]triazin-4-amine